C(C)(C)C1=C(NC2=CC=C(C=C12)OC1CCN(CC1)CC(=O)NC)C=1C=C(C=2N(C1)N=CN2)C 2-(4-((3-isopropyl-2-(8-methyl-[1,2,4]triazolo[1,5-a]pyridin-6-yl)-1H-indol-5-yl)oxy)piperidin-1-yl)-N-methylacetamide